(1R,3r)-3-(6-fluoro-5-(((R)-1-(5-fluoro-2-methoxypyridin-3-yl)ethyl)amino)pyrazolo[1,5-a]pyrimidine-3-carboxamido)-4-methylbenzenesulfonate FC=1C(=NC=2N(C1)N=CC2C(=O)NC=2C=C(C=CC2C)S(=O)(=O)[O-])N[C@H](C)C=2C(=NC=C(C2)F)OC